NCC(=O)N[C@H](C(=O)O)CCC(=O)OC(C)(C)C (S)-2-(2-Aminoacetamido)-5-(t-butoxy)-5-oxopentanoic acid